1-(4-chloro-3-(trifluoromethyl)phenyl)-3-(4-cyano-3-(trifluoromethyl)phenyl)urea ClC1=C(C=C(C=C1)NC(=O)NC1=CC(=C(C=C1)C#N)C(F)(F)F)C(F)(F)F